(3-methoxyphenyl)-γ-butyrolactone COC=1C=C(C=CC1)C1C(=O)OCC1